C1(=CC=CC2=CC=CC=C12)NC(CCC(=O)NCCNC(S)=S)=O (2-{[4-(1-naphthylamino)-4-oxobutanoyl]Amino}ethyl)dithiocarbamic acid